CC1(OB(OC1(C)C)C=C1CCN(CC1)C(=O)OC(C)(C)C)C tert-Butyl 4-((4,4,5,5-tetramethyl-1,3,2-dioxaborolan-2-yl)methylene)piperidine-1-carboxylate